5-fluoro-1H-indazol-6-ol FC=1C=C2C=NNC2=CC1O